(4-vinylbenzyl)dimethylaminoethyl ether C(=C)C1=CC=C(CC(COCC(CC2=CC=C(C=C2)C=C)N(C)C)N(C)C)C=C1